3-((4,6-dimethyl-5-(4-oxopiperidin-1-yl)pyridin-2-yl)oxy)piperidine-2,6-dione CC1=CC(=NC(=C1N1CCC(CC1)=O)C)OC1C(NC(CC1)=O)=O